4-amino-7-(2-methoxypyridin-4-yl)-1-methyl-1H-pyrazolo[4,3-c]pyridin NC1=NC=C(C2=C1C=NN2C)C2=CC(=NC=C2)OC